FC=1C=C2C(=C(C(=NC2=CC1)SC)C(C)=O)O 1-(6-fluoro-4-hydroxy-2-(methylthio)quinolin-3-yl)ethan-1-one